(2R,3S,4S)-4-hydroxy-2-[(4-methoxyphenyl)methyl]pyrrolidin-3-yl N-[(3,5-difluoro-4-hydroxyphenyl)methyl]carbamate FC=1C=C(C=C(C1O)F)CNC(O[C@H]1[C@H](NC[C@@H]1O)CC1=CC=C(C=C1)OC)=O